4-chloro-2-(4-methylthiazol-5-yl)-1-p-toluenesulfonyl-1H-pyrrole ClC=1C=C(N(C1)S(=O)(=O)C1=CC=C(C)C=C1)C1=C(N=CS1)C